5,6-dihydro-4-methyl-2-(4-methoxyphenyl)-2H-pyran CC1=CC(OCC1)C1=CC=C(C=C1)OC